hexahydro-δ-oxo-4-[[4-(phenylmethoxy)phenyl]methyl]-1H-1,4-diazepine-1-butanesulfonamide O=C(CCCS(=O)(=O)N)N1CCN(CCC1)CC1=CC=C(C=C1)OCC1=CC=CC=C1